N-Boc-(S)-(benzyl)-D-cysteine C(=O)(OC(C)(C)C)N([C@H](CS)C(=O)O)CC1=CC=CC=C1